CC1C(CCC2(CCC3(C4(CCC5C(CC=6C=NC=NC6C5(C)C)(C4CC=C3C12)C)C)C)C(=O)[O-])C 1,2,6a,6b,9,9,14a-heptamethyl-1,2,3,4,4a,5,6,6a,6b,7,8,8a,9,14,14a,14b,15,16b-octadecahydrochryseno[1,2-g]Quinazolin-4a-Carboxylat